FC=1C=CC=C2C(=CN(C12)C(=O)OC(C)(C)C)C1=CSC(=C1)C=O 7-fluoro-3-(5-formylthiophen-3-yl)-1-Boc-1H-indole